S-(4-chloro-3-cyanophenyl) dimethylthiocarbamate CN(C(SC1=CC(=C(C=C1)Cl)C#N)=O)C